CC(CCC=C)C=C(C)C 5,7-dimethyl-octa-1,6-diene